C1(CCCCCCCC1)(N)N cyclononanediamine